2-(8-((2,3-dichlorophenyl)thio)imidazo[1,2-c]pyrimidin-5-yl)octahydrocyclopenta[c]pyrrol-5-amine ClC1=C(C=CC=C1Cl)SC=1C=2N(C(=NC1)N1CC3C(C1)CC(C3)N)C=CN2